5-(4-chlorobenzyl)-8-ethyl-3-(morpholin-4-yl)-5,8,9,10-tetrahydro-6H-pyrido[2,3-e]pyrimido[1,2-c]pyrimidin-6-one ClC1=CC=C(CN2C(N3C(C4=C2C=C(C=N4)N4CCOCC4)=NCCC3CC)=O)C=C1